lauryl-creatine sodium salt [Na+].C(CCCCCCCCCCC)C(C(=O)[O-])N(C)C(N)=N